(1R,2S,4R)-4-[({4-[5-methoxy-6-(2-methoxyethoxy)pyridazin-3-yl]phenyl}methyl)amino]-2-{[2-methoxy-6-(2,2,2-trifluoroethyl)thieno[2,3-d]pyrimidin-4-yl](methyl)amino}cyclopentan-1-ol COC=1C=C(N=NC1OCCOC)C1=CC=C(C=C1)CN[C@@H]1C[C@@H]([C@@H](C1)O)N(C)C=1C2=C(N=C(N1)OC)SC(=C2)CC(F)(F)F